FC(C1=NN(C=C1NC(=O)C=1C=NN2C1N=C(C=C2)N2CC1OC(C2)C1)C1CCC(CC1)CO)F N-[3-(difluoromethyl)-1-[4-(hydroxymethyl)cyclohexyl]pyrazol-4-yl]-5-(6-oxa-3-azabicyclo[3.1.1]hept-3-yl)pyrazolo[1,5-a]pyrimidine-3-carboxamide